C(C)N(C(C(=CCCCN)C)=O)CC N,N-diethyl-aminopropyl-methacrylamide